trimethyl-benzoquinoneAmine CC1=C(C(C(=C(C1=O)N)C)=O)C